C(C1=CC=NC=C1)N isonicotinyl-amine